(4-(1-hydroxycyclopropyl)phenyl)boric acid OC1(CC1)C1=CC=C(C=C1)OB(O)O